2-(2,4-difluorophenyl)-5-(1H-pyrrolo[2,3-b]pyridin-4-yl)-1H-pyrrole-3-carboxamide FC1=C(C=CC(=C1)F)C=1NC(=CC1C(=O)N)C1=C2C(=NC=C1)NC=C2